ClC1=C(C(=O)N(CCOC(C)C)C2CC2)C=C(C=N1)C=1C=NN(C1)C1=C(C=C(C=C1Cl)C(C(F)(F)F)(C(F)(F)F)F)Cl 2-chloro-N-cyclopropyl-5-(1-(2,6-dichloro-4-(perfluoropropan-2-yl)phenyl)-1H-pyrazol-4-yl)-N-(2-isopropoxyethyl)nicotinamide